C(C)(C)(C)OC(CCCCCNC(CCCCCOC1=C2C(N(C(C2=CC=C1)=O)C1C(NC(CC1)=O)=O)=O)=O)=O.C(C1CO1)OCCC[Si](OC(C)C)(OC(C)C)OC(C)C gamma-glycidoxypropyl-triisopropoxysilane tert-butyl-6-(6-((2-(2,6-dioxopiperidin-3-yl)-1,3-dioxoisoindolin-4-yl)oxy)hexanamido)hexanoate